C(CCCCCCC)NC1=CC=CC=C1 octyl-aniline